methyl 6-(8-(benzo[d]thiazol-2-ylcarbamoyl)-3,4-dihydroisoquinolin-2(1H)-yl)-3-(1-(2-ethylbutyl)-5-methyl-1H-pyrazol-4-yl)picolinate S1C(=NC2=C1C=CC=C2)NC(=O)C=2C=CC=C1CCN(CC21)C2=CC=C(C(=N2)C(=O)OC)C=2C=NN(C2C)CC(CC)CC